C1(CC1)COC1=CC(=C2C(NC(=NC2=C1)CSC1CCN(CC1)C1CCN(CC1)C1=CC=C2C(=NN(C2=C1)C)N1C(NC(CC1)=O)=O)=O)F 1-(6-(4-(((7-(cyclopropylmethoxy)-5-fluoro-4-oxo-3,4-dihydroquinazolin-2-yl)methyl)thio)-[1,4'-bipiperidin]-1'-yl)-1-methyl-1H-indazol-3-yl)dihydropyrimidine-2,4(1H,3H)-dione